(R)-(2',4'-dioxo-3'-(2-oxo-2-((S)-3-phenylmorpholinyl)ethyl)-2,3-dihydrospiro[indene-1,5'-oxazolidine]-5-yl)-3-methylurea O=C1O[C@]2(C(N1CC(N1[C@H](COCC1)C1=CC=CC=C1)=O)=O)CCC1=CC(=CC=C12)NC(=O)NC